1',2',3',4'-tetrahydro-[1,1'-biphenyl]-2-ol C=1(C(=CC=CC1)O)C1CCCC=C1